2,6-dichloroaniline hydrochloride Cl.ClC1=C(N)C(=CC=C1)Cl